(6-methoxypyridin-3-yl)-3,6-diazabicyclo[3.1.1]heptane COC1=CC=C(C=N1)C12CNCC(N1)C2